(R)-5-((((3'-chloro-2'-(2-chloro-3-((3-fluoro-4-(((2-methoxyethyl)amino)methyl)pyridin-2-yl)amino)phenyl)-6-methoxy-[2,4'-bipyridin]-5-yl)methyl)amino)methyl)pyrrolidin-2-one ClC=1C(=NC=CC1C1=NC(=C(C=C1)CNC[C@H]1CCC(N1)=O)OC)C1=C(C(=CC=C1)NC1=NC=CC(=C1F)CNCCOC)Cl